(hydroxymethyl)-3-(1-oxo-5-(((S)-piperidin-2-yl)methoxy)isoindolin-2-yl)piperidine-2,6-dione OCN1C(C(CCC1=O)N1C(C2=CC=C(C=C2C1)OC[C@H]1NCCCC1)=O)=O